8-((6-Methoxy-2-methylpyridin-3-yl)sulfonyl)-2-(tetrahydro-2H-pyran-4-yl)-2,8-diazaspiro[4.5]decane COC1=CC=C(C(=N1)C)S(=O)(=O)N1CCC2(CCN(C2)C2CCOCC2)CC1